C1(CCCC2CCCCC12)C(=O)[O-] decalinate